C(NC(=O)NC1N(C(NC1=O)=O)CO)NC(=O)NC1N(C(NC1=O)=O)CO methylenebis[N'-(3-hydroxymethyl-2,5-dioxo-4-imidazolidinyl)urea]